The molecule is a C-glycosyl compound that is isovitexin with the hydroxy group at position 7 replaced with a glucopyranosyl entity which in turn is substituted at position 6 by an isoferuloyl moiety. It has a role as a metabolite. It is a dihydroxyflavone, a cinnamate ester and a C-glycosyl compound. It derives from an isovitexin and an isoferulic acid. COC1=C(C=C(C=C1)/C=C/C(=O)OCC2[C@H]([C@@H]([C@H](C(O2)OC3=C(C(=C4C(=C3)OC(=CC4=O)C5=CC=C(C=C5)O)O)[C@H]6[C@@H]([C@H]([C@@H]([C@H](O6)CO)O)O)O)O)O)O)O